(4-(6-chloro-9H-purin-9-yl)phenyl)methanol ClC1=C2N=CN(C2=NC=N1)C1=CC=C(C=C1)CO